Tert-butyl 2-(6-oxo-2-phenyl-5-(((5-phenylthiophen-2-yl)methyl)amino) pyrimidin-1(6H)-yl)acetate O=C1C(=CN=C(N1CC(=O)OC(C)(C)C)C1=CC=CC=C1)NCC=1SC(=CC1)C1=CC=CC=C1